[2-(difluoromethoxy)pyrimidin-4-yl]methanamine FC(OC1=NC=CC(=N1)CN)F